C(C(C)C)N1N=C(C2=C(C=CC=C12)CC1=CC=C(C=C1)C(F)(F)F)C(=O)NC12CC(C1)(C2)CC(=O)OC methyl 2-[3-[[1-isobutyl-4-[[4-(trifluoromethyl) phenyl]methyl]indazole-3-carbonyl]amino]-1-bicyclo[1.1.1]pentanyl]acetate